7-bromo-5-chloro-3-((2-(trimethylsilyl)ethoxy)methyl)-3H-imidazo[4,5-b]pyridine BrC1=C2C(=NC(=C1)Cl)N(C=N2)COCC[Si](C)(C)C